4-(3,5-dichlorophenyl)-2-ethyl-3H-furan-2-carboxylic acid ClC=1C=C(C=C(C1)Cl)C=1CC(OC1)(C(=O)O)CC